tert-butyl 4-(3-bromo-4-methoxycarbonyl-phenyl)-3,5-dimethyl-piperazine-1-carboxylate BrC=1C=C(C=CC1C(=O)OC)N1C(CN(CC1C)C(=O)OC(C)(C)C)C